2,2,6,6-tetramethyl-1-piperidyl oxide CC1(N(C(CCC1)(C)C)ON1C(CCCC1(C)C)(C)C)C